The molecule is a tertiary amine oxide resulting from the formal oxidation of the amino group of dodecyldimethylamine. It has a role as a plant metabolite and a detergent. It derives from a hydride of a dodecane. CCCCCCCCCCCC[N+](C)(C)[O-]